[(1S)-1-(1H-indazol-7-yl)ethyl]-5-[4-(trifluoromethyl)phenoxy]naphthalene-2-carboxamide N1N=CC2=CC=CC(=C12)[C@@H](C)C1=C(C=CC2=C(C=CC=C12)OC1=CC=C(C=C1)C(F)(F)F)C(=O)N